methyl (S)-2-(bromomethyl)-1-((tetrahydrofuran-2-yl)methyl)-1H-thieno[2,3-d]imidazole-5-carboxylate BrCC=1N(C2=C(N1)SC(=C2)C(=O)OC)C[C@H]2OCCC2